The molecule is an unsaturated fatty acyl-CoA that results from the formal condensation of the thiol group of coenzyme A with the carboxy group of (3R,16Z,19Z,22Z,25Z,28Z,31Z)-3-hydroxytetratriacontahexaenoic acid. It is a (R)-3-hydroxyacyl-CoA, a 3-hydroxy fatty acyl-CoA, an unsaturated fatty acyl-CoA and an ultra-long-chain fatty acyl-CoA. It is a conjugate acid of a (3R,16Z,19Z,22Z,25Z,28Z,31Z)-3-hydroxytetratriacontahexaenoyl-CoA(4-). CC/C=C\\C/C=C\\C/C=C\\C/C=C\\C/C=C\\C/C=C\\CCCCCCCCCCCC[C@H](CC(=O)SCCNC(=O)CCNC(=O)[C@@H](C(C)(C)COP(=O)(O)OP(=O)(O)OC[C@@H]1[C@H]([C@H]([C@@H](O1)N2C=NC3=C(N=CN=C32)N)O)OP(=O)(O)O)O)O